O=C1NC(CCC1N1C(C2=CC=C(C=C2C1)C1(CCN(CC1)C(=O)OC(C)(C)C)O)=O)=O tert-butyl 4-[2-(2,6-dioxo-3-piperidyl)-1-oxo-isoindolin-5-yl]-4-hydroxy-piperidine-1-carboxylate